C(C)OC(=O)C1N(C(CCC1)(C)C)C(C)=O 1-acetyl-6,6-dimethylpiperidine-2-carboxylic acid ethyl ester